tert-butyl (2-carbamothioyl-6-((4,4-difluorocyclohexyl)amino)pyridin-4-yl)carbamate C(N)(=S)C1=NC(=CC(=C1)NC(OC(C)(C)C)=O)NC1CCC(CC1)(F)F